FC=1C=CC(=NC1)\C=C\[N+](=O)[O-] (E)-5-fluoro-2-(2-nitrovinyl)pyridine